C1CCCC12OCCN(C2)CCC (S)-1-(6-oxa-9-azaspiro[4.5]decane-9-yl)propane